CCCCCCCCC/C=C\CCCCCCCC(=O)O[C@H](COC(=O)CCCCCCC/C=C\CCCCC)COP(=O)(O)OC[C@@H](C(=O)O)N 1-(9Z-pentadecenoyl)-2-(9Z-nonadecenoyl)-glycero-3-phosphoserine